8-[(1R)-1-(2-bromoanilino)ethyl]-2-(4,4-dimethyl-1-piperidyl)-3,6-dimethyl-chromen-4-one BrC1=C(N[C@H](C)C=2C=C(C=C3C(C(=C(OC23)N2CCC(CC2)(C)C)C)=O)C)C=CC=C1